ClC1=C(C=C(C=C1)N1C2=CC=C(C=C2C=2C=C(C=CC12)C1=C(C=CC=C1)C)C1=C(C=CC=C1)C)C1=CC(=CC=2C3=CC(=CC=C3NC12)C1=C(C=CC=C1)C)C1=C(C=CC=C1)C 1-(2-chloro-5-(3,6-di-o-tolyl-9H-carbazol-9-yl)phenyl)-3,6-di-o-tolyl-9H-carbazole